tetraethyl-[1,3-bis(2-pyridyl)propane-2,2-diyl]bis(phosphonic acid) C(C)C(C(C(C1=NC=CC=C1)(CC)CC)(P(O)(O)=O)P(O)(O)=O)(C1=NC=CC=C1)CC